OC(C)(C1=CC=CC=C1)C1=CC=C(C#N)C=C1 4-(1-hydroxy-1-phenyl-ethyl)benzonitrile